O1COC2=C1C=CC(=C2)C=2N=NNC2C(=O)O 4-(benzo[d][1,3]dioxol-5-yl)-1H-1,2,3-triazole-5-carboxylic acid